C(C)C=1C(NC=2C=C(C=NC2C1)CN1CCN(CC1)C=1C=CC(=NC1)C(=O)NC)=O 5-(4-((7-ethyl-6-oxo-5,6-dihydro-1,5-naphthyridin-3-yl)methyl)piperazin-1-yl)-N-methylpicolinamide